ClC=1C(=NC=CC1N1C=NC(=C1)C1=NC(=NC=C1C(F)(F)F)NC1CCN(CC1)S(=O)(=O)C)NC 4-(1-(3-chloro-2-(methylamino)pyridin-4-yl)-1H-imidazol-4-yl)-N-(1-(methylsulfonyl)piperidin-4-yl)-5-(trifluoromethyl)pyrimidin-2-amine